Ethyl(2-methoxyethyl)dimethylammonium bis(fluorosulfonyl)imide CC[N+](C)(C)CCOC.[N-](S(=O)(=O)F)S(=O)(=O)F